2-cyclohexyl-2-(3,3-dichloro-5-methylhexyl)-1,3-dimethoxypropane C1(CCCCC1)C(COC)(COC)CCC(CC(C)C)(Cl)Cl